(Germanyl)maleic anhydride [GeH3]/C=1/C(=O)OC(\C1)=O